[Si](C)(C)(C(C)(C)C)OCCOC1=C(C=CC=C1)C=1C(=CC(=C(C1)NS(=O)(=O)C=1C=C(C(=O)O)C=C(C1OC)Cl)F)F 3-[[5-[2-[2-[tert-butyl(dimethyl)silyl]oxyethoxy]phenyl]-2,4-difluoro-phenyl]sulfamoyl]-5-chloro-4-methoxy-benzoic acid